FC1=C(C(=O)N2CCC(CC2)N2CC(C2)(N2N=CC(=C2)C=2C3=C(N=CN2)NC=C3)CC#N)C=CN=C1C(F)(F)F {1-{1-[3-fluoro(trifluoromethyl)isonicotinoyl]piperidin-4-yl}-3-[4-(7H-pyrrolo[2,3-d]pyrimidin-4-yl)-1H-pyrazol-1-yl]azetidin-3-yl}acetonitrile